C(CCCCCC)(=O)OCCCCCC HEXYL HEPTANOATE